Fmoccysteine C(=O)(OCC1C2=CC=CC=C2C2=CC=CC=C12)N[C@@H](CS)C(=O)O